9-methoxy-7,11b-dihydrobenzo[b]indeno[1,2-D]pyran COC=1C=C2CC=3C(C4=C(OC3)C=CC=C4)C2=CC1